C1(CCCC1)OC=1C=CC(=NC1)NC(=O)[C@H](C)N1CC(N(CC1)C(=O)OC(C)(C)C)(C)C tert-butyl 4-[(1S)-1-{[5-(cyclopentyloxy)pyridin-2-yl]carbamoyl} ethyl]-2,2-dimethylpiperazine-1-carboxylate